FC1=C(C=CC=C1F)NC(=O)C1C(NCCC1C1=CC(=CC=C1)C(F)(F)F)=O N-(2,3-difluorophenyl)-2-oxo-4-[3-(trifluoromethyl)phenyl]-3-piperidinecarboxamide